2-[[(1R)-1-[2-(6,6-difluoro-3-azabicyclo[3.1.0]hexan-3-yl)-3,6-dimethyl-4-oxo-quinazolin-8-yl]ethyl]amino]benzoic acid FC1(C2CN(CC12)C1=NC2=C(C=C(C=C2C(N1C)=O)C)[C@@H](C)NC1=C(C(=O)O)C=CC=C1)F